CN1C(C(=CC2=C1N=C(N=C2)S(=O)(=O)C)CC2=C(C=CC=C2)[N+](=O)[O-])=O 8-methyl-2-methylsulfonyl-6-[(2-nitrophenyl)methyl]pyrido[2,3-d]pyrimidin-7-one